BrC1=CC=C2CC3(C(C2=C1)=O)CCC(CC3)O 6'-bromo-4-hydroxyspiro(cyclohexane-1,2'-indene)-1'(3'H)-one